2,3,5,6-tetradeuterio-4-fluoro-benzoyl chloride [2H]C1=C(C(=O)Cl)C(=C(C(=C1[2H])F)[2H])[2H]